(s)-2-amino-N-(4-(hydroxymethyl)phenyl)-5-ureidopentanamide 6-methylhepta-1,5-dien-2-yl-trifluoromethanesulfonate CC(=CCCC(=C)OS(=O)(=O)C(F)(F)F)C.N[C@H](C(=O)NC1=CC=C(C=C1)CO)CCCNC(=O)N